S(=O)(=O)(OC=C)Cl vinyl monochlorosulfate